C(C)(C)(C)OC(N(C)C)N(C)C t-butoxydi(dimethylamino)methane